2,4-di-O-benzyl-β-D-mannopyranosyl-(1→4)-2-acetamido-3,6-di-O-benzyl-2-deoxy-β-D-glucopyranosyl-(1→4) 2-acetamido-3,6-di-O-benzyl-2-deoxy-β-D-glucopyranoside C(C)(=O)N[C@H]1[C@H](O[C@H]2[C@@H]([C@@H](OCC3=CC=CC=C3)[C@H](O[C@H]3[C@@H](OCC4=CC=CC=C4)[C@@H](O)[C@H](OCC4=CC=CC=C4)[C@H](O3)CO)[C@H](O2)COCC2=CC=CC=C2)NC(C)=O)O[C@@H]([C@H]([C@@H]1OCC1=CC=CC=C1)O)COCC1=CC=CC=C1